C1(CC1)C=1C(=CC(N2C(=C(SC12)C1=CC(=C(C=C1)OCCCCCCC)C)C(=O)O)=O)CC1=CC=CC2=CC=CC=C12 5-Cyclopropyl-8-[4-(heptyloxy)-3-methyl-phenyl]4-[(1-naphthyl)methyl]-2-oxo-7-thia-1-azabicyclo[4.3.0]nona-3,5,8-triene-9-carboxylic acid